C(C)(C)C=1C=NN2C1N=CC=C2 3-isopropylpyrazolo[1,5-a]pyrimidine